C(C=C)OC1=CC=C(C=C1)N(C1=CC=C(C=O)C=C1)C1=CC=CC=C1 4-((4-(allyloxy)phenyl)(phenyl)amino)benzaldehyde